methyl 6-chloro-1-cyclobutyl-1H-pyrrolo[2,3-b]pyridine-4-carboxylate ClC=1C=C(C2=C(N1)N(C=C2)C2CCC2)C(=O)OC